C(C1=CC=CC=C1)OC(=O)NCC1=C(SC(=C1)Cl)C1=CC=C(C(=N1)C)O[C@@H]1C[C@H](CCC1)C(=O)O (1S,3S)-3-((6-(3-((((benzyloxy)carbonyl)amino)methyl)-5-chlorothiophen-2-yl)-2-methylpyridin-3-yl)oxy)cyclohexane-1-carboxylic acid